FC1=C(C=C2C=C(C=C(C2=C1C#C[Si](C(C)C)(C(C)C)C(C)C)OS(=O)(=O)C(F)(F)F)OCOC)C 7-Fluoro-3-(methoxymethoxy)-6-methyl-8-((triisopropylsilyl)ethynyl)naphthalen-1-yl-trifluoromethanesulfonic acid